C(=CCCCCCCCCCCCCCCCC)N1C(=C(C(C=C1)=O)OC(=O)C(C)(C)C)C=O N-octadecenyl-2-formyl-3-tert-butylcarbonyloxy-pyridin-4-one